thiomorpholine 1-oxide N1CCS(CC1)=O